N1N=CC=2C1=CN=CC2 pyrazolo[3,4-c]pyridin